ethyl-3-oxobutyric acid ethyl ester C(C)OC(C(C(C)=O)CC)=O